((2S,5R)-5-(4-amino-5-fluoro-2-oxo-3,4-dihydropyrimidin-1(2H)-yl)-1,3-oxathiolan-2-yl) methylbenzyl (2-(octadecyloxy) ethyl) phosphate P(=O)(O[C@@H]1O[C@H](CS1)N1C(NC(C(=C1)F)N)=O)(OC(C1=CC=CC=C1)C)OCCOCCCCCCCCCCCCCCCCCC